1-nitro-4-tribromomethylsulfonyl-naphthalene [N+](=O)([O-])C1=CC=C(C2=CC=CC=C12)S(=O)(=O)C(Br)(Br)Br